CC1(C2=NCN([C@H]3[C@H](O)[C@H](O)[C@@H](CO)O3)C2=NC=N1)N 6-methyladenosin